1-(azidomethyl)pyrene N(=[N+]=[N-])CC1=CC=C2C=CC3=CC=CC4=CC=C1C2=C34